CN(CCN1C(N(C2=C1C=CC(=C2)S(=O)(=O)NC2(CC2)CF)C=2SC(=NN2)C)=O)C 1-[2-(dimethylamino)ethyl]-N-[1-(fluoromethyl)cyclopropyl]-3-(5-methyl-1,3,4-thiadiazol-2-yl)-2-oxo-benzimidazole-5-sulfonamide